Cl.ClCCN1CC(CC1)C1=CC=CC=C1 1-(2-chloroethyl)-3-phenylpyrrolidine hydrochloride